N1=C(C=CC=C1)C=1SC(=CC1)C1=NC=CC=C1 2,5-bis(pyridin-2-yl)thiophene